C(CC(C)C)N1C(CNCC1)C 4-isopentyl-3-methylpiperazin